(S)-4-(4-((4-([1,2,4]triazolo[1,5-a]pyridin-7-yloxy)-3-fluorophenyl)amino)-7-bromopyrido[3,2-d]pyrimidin-6-yl)-2-(hydroxymethyl)piperazine-1-carboxylic acid tert-butyl ester C(C)(C)(C)OC(=O)N1[C@@H](CN(CC1)C=1C(=CC=2N=CN=C(C2N1)NC1=CC(=C(C=C1)OC1=CC=2N(C=C1)N=CN2)F)Br)CO